O1C(=C(OC2=C1OC(=C(O2)O)O)O)O [1,4]dioxino[2,3-b][1,4]dioxine-2,3,6,7-tetraol